ClC1=CC=C(C=C1)CCCN=[N+]=N 3-(4-chlorophenyl)propylimino-imino-ammonium